5-propyloxyphenol C(CC)OC=1C=CC=C(C1)O